2-[1-(3-chloro-5-methylphenyl)pyrazol-4-yl]propanoic acid ClC=1C=C(C=C(C1)C)N1N=CC(=C1)C(C(=O)O)C